FC(C(=O)O)(F)F.CC=1N=C(NC1C)C1=NC=CC(=C1)C=1C=NC=C(C1)C(=O)N(C)CC1(CC1)CO 2'-(4,5-Dimethyl-1H-imidazol-2-yl)-N-{[1-(hydroxymethyl)cyclopropyl]methyl}-N-methyl-3,4'-bipyridine-5-carboxamide trifluoroacetate salt